C(C)OC(C(CC)/N=C/C1=CC=CC=C1)=O (E)-2-(Phenylmethylideneamino)butanoic acid ethyl ester